C(C=C)(=O)N1CC2(C1)CC(C2)N2N=NC(=C2)C=2C=CC(=NC2)NC(C2=NC(=CC=C2)C=2C=NNC2)=O N-(5-(1-(2-acryloyl-2-azaspiro[3.3]hept-6-yl)-1H-1,2,3-triazol-4-yl)pyridin-2-yl)-6-(1H-pyrazol-4-yl)picolinamide